[Al].[Co].[Ni].[Li].BrC1=CC(=CC2=CC=CC(=C12)Cl)OCOC 1-bromo-8-chloro-3-(methoxymethoxy)naphthalene Lithium-Nickel-Cobalt-Aluminium